6-benzyl-2-(4-((2,4-difluorophenyl)difluoromethyl)piperidin-1-yl)-3-(1-methyl-1H-pyrazol-4-yl)-5,6,7,8-tetrahydropyrido[3,4-b]pyrazine C(C1=CC=CC=C1)N1CC2=NC(=C(N=C2CC1)N1CCC(CC1)C(F)(F)C1=C(C=C(C=C1)F)F)C=1C=NN(C1)C